N'-acetyl-4-amino-N-((4,6-difluoro-1-methyl-1H-indol-5-yl)methyl)-N',1-dimethyl-1H-pyrazolo[4,3-c]quinoline-8-carbohydrazide C(C)(=O)N(N(C(=O)C1=CC=2C3=C(C(=NC2C=C1)N)C=NN3C)CC=3C(=C1C=CN(C1=CC3F)C)F)C